N1N=NC(=C1)C(CCCCCC)CC 7-triazolyl-nonane